C(C)N(C(=O)N[C@H](C(F)(F)F)CCC(F)(F)F)[C@H](C(F)(F)F)C1=NC=C(C(=C1)C=1N=C(C=2N(C1)C=CN2)OC)OC 1-ethyl-3-((S)-1,1,1,5,5,5-hexafluoropentan-2-yl)-1-((S)-2,2,2-trifluoro-1-(5-methoxy-4-(8-methoxyimidazo[1,2-a]pyrazin-6-yl)pyridin-2-yl)ethyl)urea